tert-Butyl(oxiran-2-ylmethoxy)diphenylsilane C(C)(C)(C)[Si](C1=CC=CC=C1)(C1=CC=CC=C1)OCC1OC1